C(C)N1N=C2N=C(C=NC2=C1)N[C@@H](C)C=1C=C(C=CC1F)NC(=O)C=1C=NN(C1)CCF (S)-N-(3-(1-((2-ethyl-2H-pyrazolo[3,4-b]pyrazin-6-yl)amino)ethyl)-4-fluorophenyl)-1-(2-fluoroethyl)-1H-pyrazole-4-carboxamide